(R)-3-(5-(7H-pyrrolo[2,3-d]pyrimidin-5-yl)-1H-imidazol-2-yl)-7-(3-chloro-2-fluoro-6-(1H-tetrazol-1-yl)phenyl)-2,3,8,8a-tetrahydroindolizin-5(1H)-one N1=CN=CC2=C1NC=C2C2=CN=C(N2)[C@H]2CCC1CC(=CC(N21)=O)C2=C(C(=CC=C2N2N=NN=C2)Cl)F